C(#N)C1=CNC2=CC(=CC=C12)NC(=O)C=1N=CNC(C1)=O N-(3-cyano-1H-indol-6-yl)-6-oxo-1,6-dihydropyrimidine-4-carboxamide